BrC1=CC(=C(C2=CC=CC=C12)C#N)F 4-bromo-2-fluoro-1-naphthalenecarbonitrile